C1(CC1)COC1=C(C=CC(=N1)C(=O)NC(C(=O)OCC([2H])([2H])F)(CC)CC)N1CCCC1 2-fluoro(2,2-dideuterio)ethyl 2-{[6-(cyclopropylmethoxy)-5-(pyrrolidin-1-yl)pyridine-2-carbonyl] amino}-2-ethylbutanoate